1-heptyl-6-oxopiperidine-2-carboxylic acid C(CCCCCC)N1C(CCCC1=O)C(=O)O